2-((2-(dimethylamino)ethyl(methyl)amino)-5-((4-(5-fluoro-1-methyl-1H-indol-3-yl)-1,3,5-triazin-2-yl)amino)-4-methoxyphenyl)acrylamide CN(CCN(C)C1=C(C=C(C(=C1)OC)NC1=NC=NC(=N1)C1=CN(C2=CC=C(C=C12)F)C)C(C(=O)N)=C)C